tert-Butyl 4-{[({[(2S,5R)-6-benzyloxy-7-oxo-1,6-diazabicyclo[3.2.1]oct-2-yl]carbonyl}amino)oxy]acetyl}piperazine-1-carboxylate C(C1=CC=CC=C1)ON1[C@@H]2CC[C@H](N(C1=O)C2)C(=O)NOCC(=O)N2CCN(CC2)C(=O)OC(C)(C)C